1-(hydroxymethyl)cyclobutanecarboxylic acid OCC1(CCC1)C(=O)O